C(C)(=O)N1CCN(CC1)CC(C)(O)C1=CC=C2[C@](N(C(C2=C1)=O)CC1=NC=C(C=C1)Cl)(OC)C1=CC=C(C=C1)Cl (3R)-6-[1-(4-Acetylpiperazin-1-yl)-2-hydroxypropan-2-yl]-3-(4-chlorophenyl)-2-[(5-chloropyridin-2-yl)methyl]-3-methoxy-2,3-dihydro-1H-isoindol-1-on